6,8-dioxo-octahydro-pyrazino[1,2-c]pyrimidine O=C1NC(CC2N1CCNC2)=O